FC1=C(C=CC=C1)C(CCC1(OCCO1)CC=O)=O 2-[2-[3-(2-fluorophenyl)-3-oxo-propyl]-1,3-dioxolan-2-yl]acetaldehyde